CC1(CN(CCN1)C1=CC=C(C#N)C=C1)C 4-(3,3-dimethylpiperazin-1-yl)benzonitrile